FC(C1(CC1)C#CC1=C2CCCN(C2=CN=C1)C1=NC=2N(C3=C1C(=CN=C3)F)C(=NN2)C)F 5-(5-((1-(difluoromethyl)cyclopropyl)ethynyl)-3,4-dihydro-1,7-naphthyridin-1(2H)-yl)-6-fluoro-1-methylpyrido[4,3-e][1,2,4]triazolo[4,3-a]pyrimidine